3-(pyridin-2-yl)oxirane-2-carboxylic acid ethyl ester C(C)OC(=O)C1OC1C1=NC=CC=C1